C(C)(=O)OC1CC(C1)N1C(=NC2=C1C=NC=C2)C(F)(F)F (1s,3s)-3-(2-(trifluoromethyl)-3H-imidazo[4,5-c]pyridin-3-yl)cyclobutyl acetate